Racemic-N5-ethyl-N2-methyl-3-(1-phenylethoxy)-1H-pyrrole-2,5-dicarboxamide C(C)NC(=O)C1=CC(=C(N1)C(=O)NC)O[C@H](C)C1=CC=CC=C1 |r|